(S)-N-((3S,4S)-4-(3-chlorophenyl)-1-(imidazo[1,5-a]pyridine-8-carbonyl)piperidin-3-yl)-3,3-dimethyl-2-(methylsulfonamido)butanamide ClC=1C=C(C=CC1)[C@H]1[C@@H](CN(CC1)C(=O)C=1C=2N(C=CC1)C=NC2)NC([C@H](C(C)(C)C)NS(=O)(=O)C)=O